8-nitrooxyoctanoic acid [N+](=O)([O-])OCCCCCCCC(=O)O